C[C@@H]1CN(C[C@@H](O1)C)C1=CC=CC(=N1)C=1N=C(SC1)NC([C@H](COC)NC(OC(C)(C)C)=O)=O tert-butyl N-[(1S)-2-[[4-[6-[cis-2,6-dimethylmorpholin-4-yl]-2-pyridyl]thiazol-2-yl]amino]-1-(methoxymethyl)-2-oxo-ethyl]carbamate